O=C1CCC(CC1)CCC1CCN(CC1)C1=CC=C(C=C1)C1C(NC(CC1)=O)=O 3-[4-[4-[2-(4-oxocyclohexyl)ethyl]-1-piperidinyl]phenyl]piperidine-2,6-dione